5-(5-(2-(4-(3-(1-(5-chloropyrimidin-2-yl)piperidin-4-yl)propoxy)-2-fluorophenyl)acetyl)-2,5-diazabicyclo[4.1.0]heptan-2-yl)-5-oxopentane-1-sulfonic acid ClC=1C=NC(=NC1)N1CCC(CC1)CCCOC1=CC(=C(C=C1)CC(=O)N1CCN(C2CC12)C(CCCCS(=O)(=O)O)=O)F